N[C@H](C(=O)O)CCN(CC1=C(C=CC=C1)OCC1=CC(=CC=C1)C)CC1=C(C=CC=C1)OC1=CC=C(C=C1)Cl (S)-2-Amino-4-((2-(4-chlorophenoxy)benzyl)(2-((3-methylbenzyl)oxy)benzyl)amino)butanoic acid